ClC=1C(NN=CC1N1CCC(CC1)=O)=O 4-chloro-5-(4-oxopiperidin-1-yl)-2,3-dihydropyridazin-3-one